1,3-bis(carbazol-9-yl)benzene sodium benzenedi-sulfonate C=1(C(=CC=CC1)S(=O)(=O)[O-])S(=O)(=O)[O-].[Na+].C1=CC=CC=2C3=CC=CC=C3N(C12)C1=CC(=CC=C1)N1C2=CC=CC=C2C=2C=CC=CC12.[Na+]